4'-Vinyladenosin C(=C)[C@]1([C@H]([C@H]([C@@H](O1)N1C=NC=2C(N)=NC=NC12)O)O)CO